di-argon sulfur [S].[Ar].[Ar]